C1=CC2=C(C=CC(=C2C=C1C(=O)O)O)O The molecule is a naphthalenediol that is naphthalene-1,4-diol bering a carboxy substituent at position 6. It is a monocarboxylic acid, a member of naphthalenediols and a naphthohydroquinone. It is a conjugate acid of a 1,4-dihydroxy-6-naphthoate.